Methyl (3S)-4-{benzyl[(2R)-1-methoxy-1-oxopropan-2-yl]amino}-3-[(tert-butoxycarbonyl)amino]-4-oxobutanoate C(C1=CC=CC=C1)N(C([C@H](CC(=O)OC)NC(=O)OC(C)(C)C)=O)[C@@H](C(=O)OC)C